C1(=CC=CC=C1)C(CN1N=CN=C1)=O phenyl-2-[1,2,4]triazol-1-yl-ethanone